pyridazine-3-amine N1=NC(=CC=C1)N